CN(C=1C2=C(N=C(N1)N1CC(C1)OC(=O)C=1C=NN(C1)CC)CC[S+]2[O-])C2CCOCC2 [1-[4-[Methyl(tetrahydropyran-4-yl)amino]-5-oxido-6,7-dihydrothieno[3,2-d]pyrimidin-5-ium-2-yl]azetidin-3-yl]-1-ethylpyrazol-4-carboxylat